OCC1(COC1)CN1N=C(C(=C1)NC(=O)C=1N=C(SC1)C=1C(=NNC1)C)C1=NC=CC=C1 N-(1-((3-(hydroxymethyl)oxetan-3-yl)methyl)-3-(pyridin-2-yl)-1H-pyrazol-4-yl)-2-(3-methyl-1H-pyrazol-4-yl)thiazole-4-carboxamide